trans-tert-butyl (3S,4S)-3-fluoro-4-hydroxypiperidine-1-carboxylate F[C@H]1CN(CC[C@@H]1O)C(=O)OC(C)(C)C